(2-(dimethylamino)ethyl)-5-nitro-1H-indazol-7-amine CN(CCN1N=CC2=CC(=CC(=C12)N)[N+](=O)[O-])C